[(1-hydroxy-cyclobutyl)-methyl]-8-phenyl-1,3-diazaspiro[4.5]decan-2-one OC1(CCC1)CN1C(NCC12CCC(CC2)C2=CC=CC=C2)=O